rel-2-fluoro-N-{2-[(2R)-1-methylpyrrolidin-2-yl]imidazo[1,2-a]pyridin-6-yl}-4-(pyrimidin-2-yl)benzamide FC1=C(C(=O)NC=2C=CC=3N(C2)C=C(N3)[C@@H]3N(CCC3)C)C=CC(=C1)C1=NC=CC=N1 |o1:15|